6-cyclopropyl-N-(cyclopropylmethyl)-7-methoxy-1H,2H,3H-cyclopenta[b]quinolin-9-amine C1(CC1)C=1C(=CC=2C(=C3C(=NC2C1)CCC3)NCC3CC3)OC